OCCCCCCOC1CCC(CC1)C(=O)OC1=CC=C(C(=O)OC2=CC(=CC=C2)C)C=C1 3-methylphenyl 4-((4-((6-hydroxyhexyl)oxy)cyclohexane-1-carbonyl)oxy)benzoate